O=C(CCC(=O)OC(C)(C)C)C=1C=NC=CC1 tert-butyl 4-oxo-4-(3-pyridyl)butanoate